C(C)C=1C(=CC=C2C=C(C=C(C12)C1=C(C=2N=C(N=C(C2C=N1)N1CCS(CCC1)=O)OC[C@]12CCCN2C[C@@H](C1)F)F)O)F 4-(7-(8-ethyl-7-fluoro-3-hydroxynaphthalen-1-yl)-8-fluoro-2-(((2R,7aS)-2-fluorohexahydro-1H-pyrrolizin-7a-yl)methoxy)pyrido[4,3-d]pyrimidin-4-yl)-1,4-thiazepane 1-oxide